BrC1=C(C=C2C(=C(C(=NC2=C1F)Cl)C#N)N1C[C@H](N(CC1)C(=O)OC(C)(C)C)C)Cl tert-butyl (R)-4-(7-bromo-2,6-dichloro-3-cyano-8-fluoroquinolin-4-yl)-2-methylpiperazine-1-carboxylate